CC1=C(C=CC=C1CO)C1=C(C=CC=C1)C (2,2'-dimethyl-[1,1'-biphenyl]-3-yl)methanol